2-[2-chloro-4-(methylsulfonyl)-3-(morpholin-4-ylmethyl)benzoyl]-3-hydroxycyclohex-2-ene-1-one, 1-(2-carboxyethyl)-4-(pyrimidin-2-yl)pyridazin-1-ium salt C(=O)(O)CC[N+]1=NC=C(C=C1)C1=NC=CC=N1.ClC1=C(C(=O)C=2C(CCCC2O)=O)C=CC(=C1CN1CCOCC1)S(=O)(=O)C